(S)-4-((2-(benzyloxy)ethoxy)methyl)-5-oxooxazolidine-3-carboxylic acid benzyl ester C(C1=CC=CC=C1)OC(=O)N1COC([C@@H]1COCCOCC1=CC=CC=C1)=O